(e)-trifluoro-4-phenylbut-3-en-2-ol FC(C(\C=C\C1=CC=CC=C1)O)(F)F